ClC=1C=CC(=C(C(=O)N)C1)S(N[C@H]([C@H](C)C1=C(C(=CC=C1F)C)C)C=1OC(NN1)=O)(=O)=O 5-chloro-2-(N-((1R,2R)-2-(6-fluoro-2,3-dimethylphenyl)-1-(5-oxo-4,5-dihydro-1,3,4-oxadiazol-2-yl)propyl)sulfamoyl)benzamide